COCCOC1=CC=C(C=C1)O 4-(2-methoxy-ethoxy)-phenol